COC=1N=CC(=NC1)C=1C=C2C(=C(C=NC2=CC1)C#N)NC(C)C1=CC=CC=C1 6-(5-methoxypyrazin-2-yl)-4-((1-phenylethyl)amino)quinoline-3-carbonitrile